3-(3-(4-(((1S,4S)-4-(dimethylamino)cyclohexyl)amino)-1-(2,2,2-trifluoroethyl)-1H-indol-2-yl)prop-2-yn-1-yl)-6-(methylsulfonyl)benzo[d]oxazol-2(3H)-one CN(C1CCC(CC1)NC1=C2C=C(N(C2=CC=C1)CC(F)(F)F)C#CCN1C(OC2=C1C=CC(=C2)S(=O)(=O)C)=O)C